3-bromo-5-chloro-N-(4-fluoro-3-methoxy-2,6-dimethyl-phenyl)pyridin-2-amine BrC=1C(=NC=C(C1)Cl)NC1=C(C(=C(C=C1C)F)OC)C